4-amino-N-cyclopropyl-N-((5-ethynyl-4-methylpyridin-2-yl)methyl)-1-methyl-1H-pyrazolo[4,3-c]quinoline-8-carboxamide NC1=NC=2C=CC(=CC2C2=C1C=NN2C)C(=O)N(CC2=NC=C(C(=C2)C)C#C)C2CC2